4-(piperidin-3-ylamino)pyrrole N1CC(CCC1)NC=1C=CNC1